FCCN1N=CC(=C1)C(=O)NC1=CC(=CC=C1)[C@H](C)NC=1N=C2C(=NC1)NC=C2C (S)-1-(2-fluoroethyl)-N-(3-(1-((7-methyl-5H-pyrrolo[2,3-b]pyrazin-2-yl)amino)ethyl)phenyl)-1H-pyrazole-4-carboxamide